C=CC=CC penta-1,3-diene